ClC1=C(C=CC(=C1)F)CO (2-chloro-4-fluoro-phenyl)-methanol